(5S)-2-oxo-3-[4-(3-oxo-4-morpholinyl)phenyl]-1,3-oxazolidin-5-yl-2-thiophene-carboxamide O=C1O[C@H](CN1C1=CC=C(C=C1)N1C(COCC1)=O)C1=C(SC=C1)C(=O)N